C(C1=CC=CC=C1)N1C[C@H]([C@@H](C1)C1=CC=CC=C1)C(=O)NC1=CC(=CC=C1)C=1C=NC=CC1 |r| (±)-trans-1-Benzyl-4-phenyl-N-[3-(pyridin-3-yl)phenyl]pyrrolidine-3-carboxamide